FC=1C(=C(C=CC1)C1=CC=C(S1)[C@@H](C)NC1=C2C(=C(N=N1)C)C=NC(=C2)N2CCOCC2)CNC (R)-N-(1-(5-(3-fluoro-2-((methylamino)methyl)phenyl)thiophen-2-yl)ethyl)-4-methyl-7-morpholinopyrido[3,4-d]pyridazin-1-amine